trans-benzyl 1-(4-(2-aminocyclopropyl)phenylamino)-3-(4-methoxyphenyl)-1-oxopropan-2-ylcarbamate N[C@H]1[C@@H](C1)C1=CC=C(C=C1)NC(C(CC1=CC=C(C=C1)OC)NC(OCC1=CC=CC=C1)=O)=O